C(CCCCCCC)(=O)OC\C=C(/CCC=C(C)C)\C (Z)-3,7-Dimethyl-2,6-octadienyl octanoate